N1=CC=C(C2=CC=CC=C12)C1OC(=C(C1=O)OS(=O)(=O)CC1=CC=CC=C1)N 2-(4-quinolinyl)-4-[[phenylmethylsulfonyl]oxy]-5-amino-3(2H)-furanone